(SR)-2-((5-bromoselenophen-2-yl)methyl)-5-isopropyl-3,6-dimethoxy-2,5-dihydropyrazine BrC1=CC=C([Se]1)C[C@@H]1N=C(C(N=C1OC)C(C)C)OC |r|